(dimethylsulfamoyl)-2-phenoxy-4-(8,8,8-trifluorooctylamino)benzoic acid CN(S(=O)(=O)C=1C(=C(C(=O)O)C=CC1NCCCCCCCC(F)(F)F)OC1=CC=CC=C1)C